N1=C(C=CC=C1)C1=NC=CC=C1.[Co+2] cobalt (II) 2,2'-bipyridine